2-(2-oxa-5-azabicyclo[2.2.1]heptan-5-yl)-N-(2-(4,4-difluorocyclohexyl)-4-(2,5-difluorophenyl)pyridin-3-yl)pyrimidine-5-carboxamide C12OCC(N(C1)C1=NC=C(C=N1)C(=O)NC=1C(=NC=CC1C1=C(C=CC(=C1)F)F)C1CCC(CC1)(F)F)C2